trifluoromethyl-sulfonic anhydride FC(F)(F)S(=O)(=O)OS(=O)(=O)C(F)(F)F